ClC1=CC=2[C@@](C3=CC=CC=C3C2C=C1)(C(=O)N1[C@@H]2CC([C@H]([C@H]1C(=O)N[C@H](C[C@@H]1C(NCCC1)=O)C#N)CC2)(F)F)O (1S,3S,4S)-2-((S)-2-chloro-9-hydroxy-9H-fluorene-9-carbonyl)-N-((R)-1-cyano-2-((R)-2-oxopiperidin-3-yl)ethyl)-5,5-difluoro-2-azabicyclo[2.2.2]octane-3-carboxamide